(R)-1-(4-amino-5-(4-amino-2-fluorophenyl)-7H-pyrrolo[2,3-d]pyrimidin-7-yl)propan-2-ol NC=1C2=C(N=CN1)N(C=C2C2=C(C=C(C=C2)N)F)C[C@@H](C)O